NC=1C=2N(C=CN1)C(=NC2C2=CC=C(C(=O)NC1=NC=CC(=C1)F)C=C2)[C@H]2N(CCCC2)C(\C=C\COC)=O (S,E)-4-(8-amino-3-(1-(4-methoxybut-2-enoyl)piperidin-2-yl)imidazo[1,5-a]pyrazin-1-yl)-N-(4-fluoropyridin-2-yl)benzamide